NC1=CC=C(C2=CC=C(C=C12)S(=O)(=O)O)S(=O)(=O)O 1-aminonaphthalene-4,7-disulphonic acid